Cl(=O)(=O)(=O)[O-].[Ru+2].Cl(=O)(=O)(=O)[O-] Ruthenium(II) Perchlorate